F[C@@H]1C[C@H](N(C1)C(CCC1=NNC(N1)=O)=O)C(=O)N[C@H](C1=NC=C(C=C1)C(C)C)C1=CC=CC=C1 (2S,4R)-4-fluoro-1-[3-(5-oxo-4,5-dihydro-1H-1,2,4-triazol-3-yl)propanoyl]-N-[(S)-phenyl[5-(propan-2-yl)pyridin-2-yl]methyl]pyrrolidine-2-carboxamide